ClC=1C=C(C=CC1Cl)C(C1=NN=C(O1)C1CNCC12CNC2)(F)F 8-(5-((3,4-dichlorophenyl)difluoromethyl)-1,3,4-oxadiazol-2-yl)-2,6-diazaspiro[3.4]octan